2-(2-hydroxy-5-decylphenyl)benzotriazole OC1=C(C=C(C=C1)CCCCCCCCCC)N1N=C2C(=N1)C=CC=C2